C1(CC1)C1=C(C=C(C(=C1)I)C)N(C(C#CC)=O)C1=NSC2=CN=CC=C21 N-(2-cyclopropyl-4-iodo-5-methylphenyl)-N-{[1,2]thiazolo[5,4-c]pyridin-3-yl}but-2-ynamide